ClC1=NC(=C2C(=NC(=NC2=C1F)SC)N1CCOC[C@](C1)(O)C)OCC (S)-4-[7-chloro-5-ethoxy-8-fluoro-2-(methylthio)-1,3,6-triaza-4-naphthyl]-6-methyl-1,4-oxazepan-6-ol